C(C)(C)(C)OC(=O)N(C([O-])=O)CC=1C=NC(=NC1)N1CCNCC1 t-butoxycarbonyl((2-(piperazin-1-yl)pyrimidin-5-yl)methyl)carbamate